C(#N)C1=C(C(=CC=C1)C1CC1)NC(=O)N1CCC(CC1)(C)C1=NOC(=N1)[C@H]1[C@H](C1)F N-(2-cyano-6-cyclopropylphenyl)-4-(5-((1S,2S)-2-fluorocyclopropyl)-1,2,4-oxadiazol-3-yl)-4-methylpiperidine-1-carboxamide